α-(benzenesulfonyloxyimino)-2,6-dichlorophenylacetonitrile C1(=CC=CC=C1)S(=O)(=O)ON=C(C#N)C1=C(C=CC=C1Cl)Cl